FC=1C=C2C(NC=3CCC[C@H](C3C2=CC1)N(C(=O)NC1=CC(=C(C(=C1)F)F)F)C)=O (R)-1-(8-fluoro-6-oxo-1,2,3,4,5,6-hexahydrophenanthridin-1-yl)-1-methyl-3-(3,4,5-trifluorophenyl)urea